1-(4-morpholin-4-yl-phenyl)-butan N1(CCOCC1)C1=CC=C(C=C1)CCCC